COCCOCCOCCOCCN(CCOCCOCCOCCOC)CCCCCC(=O)N 14-(2,5,8,11-tetraoxatridecan-13-yl)-2,5,8,11-tetraoxa-14-azaeicosane-20-amide